C[Si](NC(C(C(F)(Cl)Cl)(F)Cl)=O)(C)C N-(trimethylsilyl)-2,3,3-trichloro-2,3-difluoropropionamide